ClC=1C=NN2C1C=C(C=C2)COC2=CC=CC(=N2)C2CCN(CC2)CC2=NC1=C(N2C[C@H]2OCC2)C=C(C=C1)C(=O)[O-] (S)-2-((4-(6-((3-Chloropyrazolo[1,5-a]pyridin-5-yl)methoxy)pyridin-2-yl)piperidine-1-yl)methyl)-1-((oxetan-2-yl)methyl)-1H-benzo[d]imidazole-6-carboxylate